C(#N)C=1C=CC(=NC1C)C(=O)NC=1C(=CC2=C(CC(O2)(C)C)C1)N1CCOCC1 5-Cyano-N-(2,2-dimethyl-6-morpholino-2,3-dihydrobenzofuran-5-yl)-6-methylpicolinamide